(4-fluorophenyl)-6-methoxy-5-(1-methyl-1H-1,3-benzodiazol-6-yl)pyrimidin-2-amine FC1=CC=C(C=C1)C1=NC(=NC(=C1C=1C=CC2=C(N(C=N2)C)C1)OC)N